9,9'-(5-(4,6-diphenylpyrimidin-2-yl)-1,3-phenylene)bis(3,6-di([1,1'-biphenyl]-3-yl)-9H-carbazole) C1(=CC=CC=C1)C1=NC(=NC(=C1)C1=CC=CC=C1)C=1C=C(C=C(C1)N1C2=CC=C(C=C2C=2C=C(C=CC12)C=1C=C(C=CC1)C1=CC=CC=C1)C=1C=C(C=CC1)C1=CC=CC=C1)N1C2=CC=C(C=C2C=2C=C(C=CC12)C=1C=C(C=CC1)C1=CC=CC=C1)C=1C=C(C=CC1)C1=CC=CC=C1